TRIAZASPIRO(4.5)DECANONE C1(NNNC12CCCCC2)=O